(1'R,2'R)-5'-Methyl-4-octyl-2'-(prop-1-en-2-yl)-1',2',3',4'-tetra-hydro-[1,1'-biphenyl]-2,6-diol CC=1CC[C@H]([C@@H](C1)C=1C(=CC(=CC1O)CCCCCCCC)O)C(=C)C